C(=O)(O)N(C(CN)C)C(=O)O dicarboxyl-propylenediamine